CN1C2CN(CC(C1)C2)C=O (6-methyl-3,6-diazabicyclo[3.2.1]octan-3-yl)methanone